N-methyl-1-(tetrahydro-2H-pyran-4-yl)methanamine CNCC1CCOCC1